(4-carboxybutyl)triphenylphosphonium bromide [Br-].C(=O)(O)CCCC[P+](C1=CC=CC=C1)(C1=CC=CC=C1)C1=CC=CC=C1